ClCC#CCC 1-chloro-2-Pentyne